benzamide copper phthalate C(C=1C(C(=O)[O-])=CC=CC1)(=O)[O-].[Cu+2].C(C1=CC=CC=C1)(=O)N